2-Chloro-5-{[(2,2-dimethylpropionyl)amino]methyl}-N-{1-[6-(2-fluoropropane-2-yl)pyridin-3-yl]-1H-indazol-4-yl}benzamide 1H-pyrazole-3,5-dicarboxylate N1N=C(C=C1C(=O)O)C(=O)O.ClC1=C(C(=O)NC2=C3C=NN(C3=CC=C2)C=2C=NC(=CC2)C(C)(C)F)C=C(C=C1)CNC(C(C)(C)C)=O